FC=1C=C(COC=2C=C3N(C(N2)=O)CC2N3COC2)C=C(C1OC1=CC(=NC=C1)C(F)(F)F)F 6-((3,5-difluoro-4-((2-(trifluoromethyl)pyridin-4-yl)oxy)benzyl)oxy)-10,10a-dihydro-1H-oxazolo[3',4':3,4]imidazo[1,2-c]pyrimidin-8(3H)-one